amylcinnamyl alcohol C(CCCC)C(C=CC1=CC=CC=C1)O